Cl.CN(C(=O)C1=NN2C(CNCCC2)=C1)C N,N-dimethyl-5,6,7,8-tetrahydro-4H-pyrazolo[1,5-a][1,4]diazepine-2-Formamide hydrochloric acid Salt